4-(1-methyl-4-phenyl-1H-imidazol-5-yl)-7-((5-(piperazin-1-yl)pyridin-2-yl)amino)isoindolin-1-one CN1C=NC(=C1C1=C2CNC(C2=C(C=C1)NC1=NC=C(C=C1)N1CCNCC1)=O)C1=CC=CC=C1